1-{6-[(2,4-difluorobenzyl)amino]-4-[(5-methyl-1H-pyrazol-3-yl)amino]-1H-pyrazolo[3,4-d]pyrimidin-1-yl}-2-methylpropan-2-ol FC1=C(CNC2=NC(=C3C(=N2)N(N=C3)CC(C)(O)C)NC3=NNC(=C3)C)C=CC(=C1)F